2-(2-oxabicyclo[2.1.1]hexan-4-yl)-6-isopropoxy-N-(1-((1R,2S)-2-methylcyclopropyl)-2-oxo-1,2-dihydropyridin-3-yl)-2H-indazole-5-carboxamide C12OCC(C1)(C2)N2N=C1C=C(C(=CC1=C2)C(=O)NC=2C(N(C=CC2)[C@H]2[C@H](C2)C)=O)OC(C)C